3-[2-(4,5,6,7-tetrahydro-1-benzothien-2-yl)-1,2,3,4-tetrahydroisoquinolin-5-yl]-3-(1,4-dimethylbenzotriazol-5-yl)propionic acid S1C(=CC2=C1CCCC2)N2CC1=CC=CC(=C1CC2)C(CC(=O)O)C2=C(C1=C(N(N=N1)C)C=C2)C